6-((2S,5R)-5-Ethyl-2-methyl-4-(1-(4-(trifluoromethyl)phenyl)ethyl)piperazin-1-yl)-2-(methoxy-d3)-8-methyl-9-(((S)-tetrahydrofuran-2-yl)methyl)-9H-purine C(C)[C@H]1N(C[C@@H](N(C1)C1=C2N=C(N(C2=NC(=N1)OC([2H])([2H])[2H])C[C@H]1OCCC1)C)C)C(C)C1=CC=C(C=C1)C(F)(F)F